1-(4-((tert-butyldimethylsilyl)oxy)-4,4-bis(diethoxyphosphoryl)butyl)-3-(4-(di-tert-butylfluorosilyl)benzyl)-1H-imidazol-3-ium hydrobromide Br.[Si](C)(C)(C(C)(C)C)OC(CCCN1C=[N+](C=C1)CC1=CC=C(C=C1)[Si](F)(C(C)(C)C)C(C)(C)C)(P(=O)(OCC)OCC)P(=O)(OCC)OCC